C(C=C)(=O)NC(CC1=CC=C(C=C1)C(C(=O)OCC)=O)(C)C Ethyl {4-[2-(acryloylamino)-2-methylpropyl]phenyl}(oxo)acetate